C(C)N1S(C2=C(C1=O)C=CC(=C2C(F)F)OC=2C=C(C#N)C=C(C2)F)(=O)=O 3-((2-ethyl-7-difluoromethyl-1,1-dioxo-3-oxo-2,3-dihydrobenzo[d]isothiazol-6-yl)oxy)-5-fluorobenzonitrile